(S)-2-chloro-4,5,6,7-tetrahydrobenzothiophen-5-amine ClC=1SC2=C(C1)C[C@H](CC2)N